FC1=CC=CC=2NC(CC(=C(C21)O)C(=O)OC)=O methyl 6-fluoro-5-hydroxy-2-oxo-2,3-dihydro-1H-benzo[b]azepine-4-carboxylate